CC(C(=O)C1=CC=CC=C1)C(C)C1OC2(OC1)CCCCC2 2-methyl-1-phenyl-3-(1,4-dioxaspiro[4.5]decan-2-yl)butan-1-one